O=C1C(=CC(C2=CC=CC=C12)=O)NC1=CC=C(C=C1)C=1C(=C(C(=O)N)C=C(C1F)F)[N+](=O)[O-] (4-((1,4-dioxo-1,4-dihydronaphthalen-2-yl)amino)phenyl)-4,5-difluoro-2-nitrobenzamide